(6-(trifluoromethyl)pyridazine-3-yl)acetamide FC(C1=CC=C(N=N1)CC(=O)N)(F)F